N-{(2S,3S)-1-(oxetane-2-carbonyl)-2-[(2,3',5'-trifluoro[1,1'-biphenyl]-3-yl)methyl]pyrrolidin-3-yl}methanesulfonamide O1C(CC1)C(=O)N1[C@H]([C@H](CC1)NS(=O)(=O)C)CC=1C(=C(C=CC1)C1=CC(=CC(=C1)F)F)F